(S)-N-(4-(4-amino-7-(1,1,1-trifluoropropan-2-yl)imidazo[5,1-f][1,2,4]triazin-5-yl)benzyl)-5-fluoro-2-methoxybenzamide NC1=NC=NN2C1=C(N=C2[C@@H](C(F)(F)F)C)C2=CC=C(CNC(C1=C(C=CC(=C1)F)OC)=O)C=C2